C(C)(C)OC1=CC=2N(C=C1C(=O)N)C=CN2 7-isopropoxyimidazo[1,2-a]pyridine-6-carboxamide